NC=1SC(=CN1)C1=NC=CC=C1 2-amino-5-(2-pyridinyl)-1,3-thiazole